C(CCCC=O)=O PentaneDialdehyde